OC1=CC=C(C=C1)[C@H](CC(=O)O)C#CC (3S)-3-(4-hydroxyphenyl)hex-4-ynoic acid